3-(acetoxy)-2-[(1R,6R)-4-(acetoxy)-3-methyl-6-(prop-1-en-2-yl)cyclohex-2-en-1-yl]-5-pentylphenyl-acetic acid C(C)(=O)OC=1C(=C(C=C(C1)CCCCC)CC(=O)O)[C@@H]1C=C(C(C[C@H]1C(=C)C)OC(C)=O)C